OCC(=O)NC1=C2C(=NC=C1)N(N=C2CNC(OC(C)(C)C)=O)C2=CC=C(C=C2)OC(F)(F)F tert-butyl ((4-(2-hydroxyacetamido)-1-(4-(trifluoromethoxy)phenyl)-1H-pyrazolo[3,4-b]pyridin-3-yl)methyl)carbamate